C1CNC2=CC3=CC=CC=C3N2C1 tetrahydropyrimido[1,2-a]indole